(2S,4R)-1-(2-(2,5-dioxopyrrolidin-1-yl)propanoyl)-4-hydroxy-N-(4-(4-methylthiazol-5-yl)benzyl)pyrrolidine-2-carboxamide O=C1N(C(CC1)=O)C(C(=O)N1[C@@H](C[C@H](C1)O)C(=O)NCC1=CC=C(C=C1)C1=C(N=CS1)C)C